8-(6-Aminopyridin-3-yl)-6-fluoro-3,4-dihydrobenzo[e][1,2,3]oxathiazine 2,2-dioxide NC1=CC=C(C=N1)C1=CC(=CC=2CNS(OC21)(=O)=O)F